3-(4-(((4-methoxyphenethyl)(6-nitrobenzo[d]thiazol-2-yl)amino)-methyl)phenyl)propiolic acid COC1=CC=C(CCN(C=2SC3=C(N2)C=CC(=C3)[N+](=O)[O-])CC3=CC=C(C=C3)C#CC(=O)O)C=C1